COC=1C=C(C(=O)NC)C=CC1NCC#CC=1N(C2=CC=CC(=C2C1)NC1CCC(CC1)(C)O)CC(F)(F)F 3-methoxy-N-methyl-4-{[3-(4-{[(1R,4R)-4-hydroxy-4-methyl-cyclohexyl]amino}-1-(2,2,2-trifluoroethyl)-1H-indol-2-yl)prop-2-yn-1-yl]amino}benzamide